C1(CC1)C=1C=C(C(=O)OC)C=CC1O methyl 3-cyclopropyl-4-hydroxybenzoate